Cl.FC(C=1C(=C(C=CC1)[C@@H](C([2H])([2H])[2H])N)F)F (R)-1-(3-(difluoromethyl)-2-fluorophenyl)ethan-2,2,2-d3-1-amine hydrochloride